CC=1C(=NC(=C(N1)C)C)C(CC(=O)O)C(=O)O 3,5,6-trimethylpyrazine-2-butanedioic acid